Cl.N1CC(C1)NO N-(azetidin-3-yl)hydroxylamine hydrochloride